2-((dimethylamino)methyl)-6-methyl-N-(3-phenylpropyl)thieno[2,3-d]pyrimidin-4-amine CN(C)CC=1N=C(C2=C(N1)SC(=C2)C)NCCCC2=CC=CC=C2